C1(CC1)C1=CC(=NN1)N(C1=NC(=NC=C1)N(C1CCC(CC1)NC(OC(C)(C)C)=O)C)C tert-butyl ((1R,4R)-4-((4-((5-cyclopropyl-1H-pyrazol-3-yl)(methyl)amino)pyrimidin-2-yl)(methyl)amino)cyclohexyl)carbamate